2-chloro-N-((1R,2R,4S)-7-cyano-7-azabicyclo[2.2.1]heptan-2-yl)-4-(6-(1-cyanocyclopropyl)-2-pyridinyl)benzamide ClC1=C(C(=O)N[C@H]2[C@H]3CC[C@@H](C2)N3C#N)C=CC(=C1)C1=NC(=CC=C1)C1(CC1)C#N